N1N=CC(=C1)C(=O)N1CCC(CC1)NC(=O)[C@H]1N(C[C@@H](C1)F)C(CN1N=C(C2=CC(=CC=C12)C=1C=NC(=NC1)C)C(C)=O)=O (2S,4R)-N-(1-(1H-pyrazole-4-carbonyl)piperidin-4-yl)-1-(2-(3-acetyl-5-(2-methylpyrimidin-5-yl)-1H-indazol-1-yl)acetyl)-4-fluoropyrrolidine-2-carboxamide